ClC1=CC=C(CSCCSCC2=CC=C(C=C2)Cl)C=C1 1,2-bis(4-chlorobenzylmercapto)ethane